BrC1=C(C(=O)OC)C=C(C=C1)NC1=NC=C(C(=N1)NC1CCCCC1)F methyl 2-bromo-5-((4-(cyclohexylamino)-5-fluoropyrimidin-2-yl)amino)benzoate